C1(CC1)CNC(CC=1C(=NN(C1C)C1=CC=C(C=C1)C1=NOC(=N1)C(F)(F)F)C)=O N-(cyclopropylmethyl)-2-(3,5-dimethyl-1-(4-(5-(trifluoromethyl)-1,2,4-oxadiazol-3-yl)phenyl)-1H-pyrazol-4-yl)acetamide